[C@H]12CC(C[C@@H]2C1)NCC1=CC(=C2CN(C(C2=C1)=O)C1=CC(=CC=C1)[C@@H](C1COC1)C1=NN=CN1C)C(F)(F)F 6-(((1R,3r,5S)-bicyclo[3.1.0]hexan-3-ylamino)methyl)-2-(3-((R)-(4-methyl-4H-1,2,4-triazol-3-yl)(oxetan-3-yl)methyl)phenyl)-4-(trifluoromethyl)isoindolin-1-one